N-(5,6-dimethoxybenzothiazol-2-yl)-2-{4-[(dimethylamino)sulfonyl]phenyl}acetamide COC=1C(=CC2=C(N=C(S2)NC(CC2=CC=C(C=C2)S(=O)(=O)N(C)C)=O)C1)OC